CC1CN(C2=C(O1)C(=CN=C2)NC(OC(C)(C)C)=O)C tert-Butyl (2,4-dimethyl-3,4-dihydro-2H-pyrido[4,3-b][1,4]oxazin-8-yl)carbamate